C(C)(C)(C)NC[C@@H](COC1=NSN=C1N1CCOCC1)OC([C@@H](C)OC(C)=O)=O (R)-2-Acetoxy-propionic acid (S)-1-(tert-butylamino-methyl)-2-(4-morpholin-4-yl-[1,2,5]thiadiazol-3-yloxy)-ethyl ester